(E)-4-(1,2-dibromovinyl)benzaldehyde Br\C(=C\Br)\C1=CC=C(C=O)C=C1